N-isopropyl-2-(5,6,7-trifluoro-1H-indol-3-yl)quinoline-5-carboxamide C(C)(C)NC(=O)C=1C=2C=CC(=NC2C=CC1)C1=CNC2=C(C(=C(C=C12)F)F)F